(E)-4,6-dimethoxy-7-(1-methyl-1,2,3,6-tetrahydropyridin-4-yl)-2-(thiophen-2-ylmethylene)benzofuran-3(2H)-one COC1=CC(=C(C2=C1C(\C(\O2)=C/C=2SC=CC2)=O)C=2CCN(CC2)C)OC